NC=1N=NC(=CC1CCC12CC(C1)(C2)C(=O)N(C)C)C2=C(C=CC=C2)O 3-[2-[3-amino-6-(2-hydroxyphenyl)pyridazin-4-yl]ethyl]-N,N-dimethylbicyclo[1.1.1]pentane-1-carboxamide